IC=1C=NN(C1)C=1C=NN2C1N=CC=C2 3-(4-iodo-1H-pyrazol-1-yl)pyrazolo[1,5-a]pyrimidine